ClC1=C(C=CC=C1)C1=CC=CC=C1 2'-chloro-[1,1'-biphenyl]